tert-butyl (trans-4-((4-(4,4,5,5-tetramethyl-1,3,2-dioxaborolan-2-yl)phenyl)sulfonyl)cyclohexyl)carbamate CC1(OB(OC1(C)C)C1=CC=C(C=C1)S(=O)(=O)[C@@H]1CC[C@H](CC1)NC(OC(C)(C)C)=O)C